C(\C=C\CCCCCCC)(=O)[O-] trans-2-decenoate